4-cyano-4''-undecyl-p-terphenyl C(#N)C1=CC=C(C=C1)C1=CC=C(C=C1)C1=CC=C(C=C1)CCCCCCCCCCC